(S)-1-([1,1'-biphenyl]-3-yl)-1,1-difluoro-3-methylbutan-2-yl ((S)-1-(((S)-1-hydroxy-3-((S)-2-oxopyrrolidin-3-yl)propan-2-yl)amino)-4-methyl-1-oxopentan-2-yl)carbamate OC[C@H](C[C@H]1C(NCC1)=O)NC([C@H](CC(C)C)NC(O[C@H](C(F)(F)C=1C=C(C=CC1)C1=CC=CC=C1)C(C)C)=O)=O